C(=O)C=1C(=NSC1)N 4-formyl-1,2-thiazol-3-amine